C(=O)C1=CC2=NC=C(C=C2N1)CNC(=O)C=1N=C2N(C(C1)=O)C=CC=C2 N-[(2-formyl-1H-pyrrolo[3,2-b]pyridin-6-yl)methyl]-4-oxo-pyrido[1,2-a]pyrimidine-2-carboxamide